CC(C)(C)OC(=O)N1CCNCC1 4-[(2-methylpropan-2-yl)oxycarbonyl]piperazine